6-dimethylamino-1-methylquinazolin CN(C=1C=C2C=NCN(C2=CC1)C)C